4-chloro-N-methyl-pyrimidin-2-amine ClC1=NC(=NC=C1)NC